Dimethyl-methanol CC(O)C